C(C)(C)(C)N=C(N(C1=CC=CC=C1)C(C)(C)C)[Li] di-tert-butyl-phenylamidino-lithium